CC1CCN(CCC1)C(CNC1=CC=C2CN(C(C2=C1)=O)C1C(NC(CC1)=O)=O)=O 3-[6-[[2-(4-methylazepan-1-yl)-2-oxo-ethyl]amino]-1-oxo-isoindolin-2-yl]piperidine-2,6-dione